4-hydroxy-D-fucofuranose O[C@@]1([C@@H]([C@H](C(O)O1)O)O)[C@H](O)C